BrC=1C=C(C2=CN(N=C2C1)C=1SC(=NN1)C(F)F)N1CCNCC1 2-(6-bromo-4-(piperazin-1-yl)-2H-indazol-2-yl)-5-(difluoromethyl)-1,3,4-thiadiazole